COC1=C(N)C=CC=C1C1CCC(CC1)=COC 2-methoxy-3-[4-(methoxymethylene)cyclohexyl]aniline